2-methyl-1-(4-(1-methyl-1H-pyrazol-3-yl)-2-(4-(trifluoromethyl)phenyl)-5,8-dihydropyrido[3,4-d]pyrimidin-7(6H)-yl)prop-2-en-1-one CC(C(=O)N1CC=2N=C(N=C(C2CC1)C1=NN(C=C1)C)C1=CC=C(C=C1)C(F)(F)F)=C